N-[[1-[6-(3-cyclopropyl-1,2,4-triazol-1-yl)-2-azaspiro[3.3]heptane-2-carbonyl]-4-piperidyl]methyl]benzene-sulfonamide C1(CC1)C1=NN(C=N1)C1CC2(CN(C2)C(=O)N2CCC(CC2)CNS(=O)(=O)C2=CC=CC=C2)C1